O=C1OC2(C3=C(N1)N=CC=C3)CCN(CC2)C(=O)N[C@H](CC2=CC=C(C=C2)O)C(=O)N [(2'-oxo-1',2'-dihydro-1H-spiro[piperidine-4,4'-pyrido[2,3-d][1,3]oxazin]-1-yl)carbonyl]-D-tyrosinamide